6-(1-amino-2-((2-methoxyethyl)sulfinyl)-8,8-dimethyl-7,8-dihydro-6H-cyclopenta[1,2-d]thieno[2,3-b]pyridin-5-yl)-3-methyl-3,4-dihydropyrimidin-4-one NC1=C(SC2=NC(=C3C(=C21)C(CC3)(C)C)C3=CC(N(C=N3)C)=O)S(=O)CCOC